diazabicyclo[3.2.1]octan-6-ol N12NCCC(C(C1)O)C2